C1OC=2C=C(C=CC2O1)CC(CC)N 1-(3,4-methylenedioxyphenyl)-2-butanamine